COC=1C=C2C(=NC1)N(N=C2N2CC(CC2)NC(C=C)=O)C2=CC=C(C=C2)C(F)(F)F N-(1-(5-methoxy-1-(4-(trifluoro-methyl)phenyl)-1H-pyrazolo[3,4-b]pyridin-3-yl)pyrrolidin-3-yl)-acrylamide